8-(4-fluoro-3-(prop-1-en-2-yl)-1-((2-(trimethylsilyl)ethoxy)methyl)-1H-pyrrolo[2,3-c]pyridin-5-yl)-1,4-dioxa-8-azaspiro[4.5]decane FC1=C2C(=CN=C1N1CCC3(OCCO3)CC1)N(C=C2C(=C)C)COCC[Si](C)(C)C